4-[(1S)-1-(5-fluoro-2-pyridyl)-2-hydroxy-ethoxy]-6-[1-(4-hydroxycyclohexyl)-5-methylpyrazol-4-yl]pyrazolo[1,5-a]pyridine-3-carbonitrile FC=1C=CC(=NC1)[C@@H](CO)OC=1C=2N(C=C(C1)C=1C=NN(C1C)C1CCC(CC1)O)N=CC2C#N